1-(1-(3-fluorobenzyl)-1H-benzo[d]imidazol-2-yl)-3-(3-(trifluoromethyl)phenyl)urea FC=1C=C(CN2C(=NC3=C2C=CC=C3)NC(=O)NC3=CC(=CC=C3)C(F)(F)F)C=CC1